2-((2S)-2-(1-cyclopropyl-1H-pyrazol-4-yl)-4-morpholinyl)-7-methyl-4-(cis-4-(trifluoromethyl)cyclohexyl)pyrido[2,3-d]pyrimidine C1(CC1)N1N=CC(=C1)[C@H]1CN(CCO1)C=1N=C(C2=C(N1)N=C(C=C2)C)[C@@H]2CC[C@@H](CC2)C(F)(F)F